(2,4,6-trifluorobenzyl)-3,4,5,6,8,10-hexahydro-2H-1,7-methanopyrido[1,2-b][1,2,5]triazecine FC1=C(CC2CCCCN3CC=4N(N2C3)C=CCC4)C(=CC(=C1)F)F